FC=1C=C(C=CC1)C=1C=C(C=NC1OC1=CC=C(C=C1)C(F)(F)F)C(=O)N[C@H](CO)CC 5-(3-fluorophenyl)-N-[(2S)-1-hydroxybutan-2-yl]-6-[4-(trifluoromethyl)phenoxy]pyridine-3-carboxamide